C1(CC1)OC1=CC=C(C=C1)C1=C(N(C=2N=CN=C(C21)N)C(F)F)C2=CCC1(CCNCC1)CC2 5-(4-cyclopropoxyphenyl)-7-(difluoromethyl)-6-(3-azaspiro-[5.5]undec-8-en-9-yl)-7H-pyrrolo[2,3-d]pyrimidin-4-amine